(S)-N-(1-(2,2-difluorocyclopropyl)-1H-pyrazolo[3,4-b]pyridin-6-yl)-2-(4-(difluoromethylene)piperidin-1-yl)-4-((2-hydroxyethyl)sulfonamido)benzamide FC1([C@H](C1)N1N=CC=2C1=NC(=CC2)NC(C2=C(C=C(C=C2)NS(=O)(=O)CCO)N2CCC(CC2)=C(F)F)=O)F